ClC=1C(=NC(=NC1)N1CC[C@@H](CCC1)C)NC1=CC=2C3=C(C(N(C2C=C1)C)=O)OCC([C@@H](N3)C3CC3)(F)F (S)-10-((5-chloro-2-((R)-4-methylazepan-1-yl)pyrimidin-4-yl)amino)-2-cyclopropyl-3,3-difluoro-7-methyl-1,2,3,4-tetrahydro-[1,4]oxazepino[2,3-c]quinolin-6(7H)-one